bis-(3-sulfopropyl)disulfide, sodium salt [Na+].S(=O)(=O)([O-])CCCSSCCCS(=O)(=O)[O-].[Na+]